1-(9-Butyl-1-methyl-beta-carbolin-6-yl)-3-(4-fluorophenyl)urea C(CCC)N1C2=CC=C(C=C2C=2C=CN=C(C12)C)NC(=O)NC1=CC=C(C=C1)F